3-fluoro-5-formyl-4-hydroxy-N-(6-(pyrrolidin-1-yl)pyridazin-3-yl)benzamide FC=1C=C(C(=O)NC=2N=NC(=CC2)N2CCCC2)C=C(C1O)C=O